O1CN(CC=C1)C(=O)O [1,3]Oxazine-3-carboxylic acid